O=C([C@@H](O)[C@H](O)[C@@H](O)[C@@H](O)C(=O)O)O L-glucaric acid